3,5-dibromo-4-methyl-1-((2-(trimethylsilyl)ethoxy)methyl)-1H-pyrazole BrC1=NN(C(=C1C)Br)COCC[Si](C)(C)C